3-((4-methylpiperazin-1-yl)methyl)-1H-indole-6-carbaldehyde CN1CCN(CC1)CC1=CNC2=CC(=CC=C12)C=O